(2S)-flavan-4-one O1[C@@H](CC(C2=CC=CC=C12)=O)C1=CC=CC=C1